COC(=O)C1CN(CCC1)CC(=O)NC1=NC=C(C(=C1)C1=C2N(N=C1)CC(C2)(C)C)Cl (2-((5-chloro-4-(5,5-dimethyl-5,6-dihydro-4H-pyrrolo[1,2-b]pyrazol-3-yl)pyridin-2-yl)amino)-2-oxoethyl)piperidine-3-carboxylic acid methyl ester